FC=1C=C2C=C(C=C(C2=C(C1)C#C[Si](C(C)C)(C(C)C)C(C)C)O)OCOC 6-Fluoro-3-(methoxymethoxy)-8-((triisopropylsilyl)ethynyl)naphthalen-1-ol